F[C@H]1C[C@H](N(C1)C(CN1CCC(CC1)NC1=CC=NC2=C(C=CC=C12)F)=O)C#N (2S,4S)-4-fluoro-1-[2-[4-[(8-fluoro-4-quinolinyl)amino]-1-piperidinyl]acetyl]pyrrolidine-2-carbonitrile